1-[([(1R)-1-(4-cyclopropyl-3,5-diethoxyphenyl)ethyl]{2-[(1S)-1-phenylethoxy]ethyl}carbamoyl)amino]-3-methoxycyclobutane-1-carboxylic acid C1(CC1)C1=C(C=C(C=C1OCC)[C@@H](C)N(C(=O)NC1(CC(C1)OC)C(=O)O)CCO[C@@H](C)C1=CC=CC=C1)OCC